(2S,5R)-N-(azetidin-1-ylsulfonyl)-6-hydroxy-7-oxo-1,6-diazabicyclo[3.2.1]octan-2-carboxamidine N1(CCC1)S(=O)(=O)NC(=N)[C@H]1N2C(N([C@H](CC1)C2)O)=O